(S)-N-cyclobutyl-4-(2,2-difluoro-7-((5-methoxy-7-methyl-1H-indol-4-yl)methyl)-7-azaspiro[3.5]nonan-6-yl)benzamide C1(CCC1)NC(C1=CC=C(C=C1)[C@@H]1CC2(CC(C2)(F)F)CCN1CC1=C2C=CNC2=C(C=C1OC)C)=O